N-(1-(methylsulfonyl)piperidin-4-yl)-8-(8-oxa-2-azaspiro[4.5]decan-2-yl)quinazolin-2-amine CS(=O)(=O)N1CCC(CC1)NC1=NC2=C(C=CC=C2C=N1)N1CC2(CC1)CCOCC2